S1C(=NC2=C1C=CC=C2)NC(=O)C=2C=CC=C1CCN(CC21)C2=CC=C(C(=N2)C(=O)OC(C)(C)C)C2=C(C=C(C=C2)CCCCC2CCN(CC2)CC(=O)O)C 2-[4-[4-[4-[6-[8-(1,3-benzothiazol-2-ylcarbamoyl)-3,4-dihydro-1H-isoquinolin-2-yl]-2-tert-butoxycarbonyl-3-pyridyl]-3-methyl-phenyl]butyl]-1-piperidyl]acetic acid